(1S,3S)-3-((2-cyclopropyl-6-(5-((((3-fluoropropyl)(methyl)aminocarbonyl)oxy)methyl)-1-methyl-1H-1,2,3-triazol-4-yl)pyridin-3-yl)oxy)cyclohexane-1-carboxylic acid C1(CC1)C1=NC(=CC=C1O[C@@H]1C[C@H](CCC1)C(=O)O)C=1N=NN(C1COC(=O)N(C)CCCF)C